ClC1=CC=C(C=N1)C(=O)NC=1C(=NC=CC1C1=C(C=CC(=C1)F)F)C1CCC(CC1)(F)F 6-chloro-N-[2-(4,4-difluorocyclohexyl)-4-(2,5-difluorophenyl)-3-pyridinyl]pyridine-3-carboxamide